2-(5-amino-2-fluorophenyl)propanamide Choline Nickel chloride [Ni](Cl)Cl.OCC[N+](C)(C)C.NC=1C=CC(=C(C1)C(C(=O)N)C)F